[Si](C1=CC=CC=C1)(C1=CC=CC=C1)(C(C)(C)C)OCC[C@H](CCC)NC=1C2=C(N=C(N1)NC(=O)OC)C(=NN2CC2=NC=C(C(=O)OCC)C=C2OC)C ethyl (S)-6-((7-((1-((tert-butyldiphenylsilyl)oxy)hexan-3-yl)amino)-5-((methoxycarbonyl)amino)-3-methyl-1H-pyrazolo[4,3-d]pyrimidin-1-yl)methyl)-5-methoxynicotinate